N-(4,4-dimethylcyclohexyl)-2-(1H-imidazol-1-yl)pyrimidine-4-carboxamide CC1(CCC(CC1)NC(=O)C1=NC(=NC=C1)N1C=NC=C1)C